ClC1=CC2=C(C3=C(O2)C(=CC=C3)C3=NC=CC=C3)C=C1 2-(7-chlorodibenzo[b,d]furan-4-yl)pyridine